C1OCC12CN(C2)C2=CC=C(C=C2)NC2=NC=C(C(=N2)N2CCCC2)C(F)(F)F N-(4-(2-oxa-6-azaspiro[3.3]heptan-6-yl)phenyl)-4-(pyrrolidin-1-yl)-5-(trifluoromethyl)pyrimidin-2-amine